N1=C(NC2=C1C=CC=C2)C=2C(OC1=CC(=CC=C1C2)N(C(C)CC)C(C)CC)=O 3-(2-benzimidazolyl)-7-(di-sec-butylamino)coumarin